C12NCCC(C2C1)C(=O)OC methyl 2-azabicyclo[4.1.0]heptane-5-carboxylate